7-(methylamino)-3-azabicyclo[3.3.1]Nonane-3-carboxylic acid tert-butyl ester C(C)(C)(C)OC(=O)N1CC2CC(CC(C1)C2)NC